(R)-5-fluoro-N'-((1,2,3,5,6,7-hexahydro-s-indacen-4-yl)carbamoyl)-2-isopropylpyridine-4-sulfonimidamide FC=1C(=CC(=NC1)C(C)C)[S@@](=O)(N)=NC(NC1=C2CCCC2=CC=2CCCC12)=O